CN1OCC(N(C1=O)C=1C=C(C=CC1)C(F)(F)F)=O 2-methyl-4-(α,α,α-trifluoro-m-tolyl)-1,2,4-oxadiazinane-3,5-dione